styrene-styrenesulfonic acid salt C(=CC1=CC=CC=C1)S(=O)(=O)O.C=CC1=CC=CC=C1